ClC1=CC=C(C2=CC=CC=C12)NC=1N=NNC1 4-((4-chloronaphthalen-1-yl)amino)-1H-1,2,3-triazole